(S)-5-(7-methoxy-5-methylbenzothiophen-2-yl)-7-(pyrrolidin-3-yl)-7H-pyrrolo[2,3-d]pyrimidin COC1=CC(=CC=2C=C(SC21)C2=CN(C=1N=CN=CC12)[C@@H]1CNCC1)C